(S)-7-(dibenzylamino)-4'-hydroxy-2'-(methylthio)-3,4,5',8'-tetrahydro-2H-spiro[naphthalene-1,7'-pyrano[4,3-d]pyrimidine]-8-carbonitrile Copper(I) cyanide [Cu]C#N.C(C1=CC=CC=C1)N(C1=CC=C2CCC[C@]3(CC=4N=C(N=C(C4CO3)O)SC)C2=C1C#N)CC1=CC=CC=C1